BrC1=CC(=C(C2=CC=CC(=C12)Cl)I)Cl 4-bromo-2,5-dichloro-1-iodonaphthalene